N-(2-ethyl-6-methoxypyridin-3-yl)-2-((4-fluoro-2-methylphenyl)amino)-4-(trifluoromethyl)benzamide C(C)C1=NC(=CC=C1NC(C1=C(C=C(C=C1)C(F)(F)F)NC1=C(C=C(C=C1)F)C)=O)OC